OCCC(O)(C(C(O)=N)CO)CCO bis(2-hydroxyethyl)-imino-tris(hydroxymethyl)-methane